3'-ethoxy-5-methyl-4'-(7-oxo-6,7-dihydro-3H-[1,2,3]triazolo[4,5-d]pyrimidin-5-yl)-[1,1'-biphenyl]-3-carboxylic acid C(C)OC=1C=C(C=CC1C=1NC(C2=C(N1)NN=N2)=O)C2=CC(=CC(=C2)C)C(=O)O